2-Chloro-N-{2-[4-(difluoromethyl)-1,3-thiazol-5-yl]-2-[4-(1,5-naphthyridin-4-yl-oxy)piperidin-1-yl]ethyl}-6-fluorobenzamid ClC1=C(C(=O)NCC(N2CCC(CC2)OC2=CC=NC3=CC=CN=C23)C2=C(N=CS2)C(F)F)C(=CC=C1)F